2-{[4-({6-[(2-chloro-4-methylphenoxy)methyl]-3-fluoropyridin-2-yl}methyl)piperidin-1-yl]methyl}-1-{[(2S)-oxetan-2-yl]methyl}-1H-1,3-benzodiazole-6-carboxylic acid ClC1=C(OCC2=CC=C(C(=N2)CC2CCN(CC2)CC2=NC3=C(N2C[C@H]2OCC2)C=C(C=C3)C(=O)O)F)C=CC(=C1)C